6-fluoro-N-[(5-fluoro-2-methoxypyridin-3-yl)methyl]-5-[(5-methyl-1H-pyrrolo[2,3-b]pyridin-3-yl)methyl]pyridin-2-amine FC1=C(C=CC(=N1)NCC=1C(=NC=C(C1)F)OC)CC1=CNC2=NC=C(C=C21)C